CN1CCN(CC1)C1=CC=C(C=C1)NC1=CC(=NN1)C1=CC(=CS1)C#N 5-(5-(4-(4-methylpiperazin-1-yl)phenylamino)-1H-pyrazol-3-yl)thiophene-3-carbonitrile